C1(=CC=CC=C1)C1CC2=CC3=CC=CC=C3N=C2C(C1)=O 2-phenyl-2,3-dihydro-acridin-4(1H)-one